methyl 2-(8-chloro-2H-chromenyl)-2-hydroxy-2-p-chlorophenylacetate ClC=1C=CC=C2C=CC(OC12)C(C(=O)OC)(C1=CC=C(C=C1)Cl)O